N-(2,6-Dimethyl-phenyl)-4-[4-(4-fluoro-phenyl)-5-methylsulfanyl-pyrimidin-2-ylamino]-benzamide CC1=C(C(=CC=C1)C)NC(C1=CC=C(C=C1)NC1=NC=C(C(=N1)C1=CC=C(C=C1)F)SC)=O